4-benzyl 1-(tert-butyl) (R)-2-(((3-(methoxycarbonyl)bicyclo[1.1.1]pentan-1-yl)amino)methyl)piperazine-1,4-dicarboxylate COC(=O)C12CC(C1)(C2)NC[C@H]2N(CCN(C2)C(=O)OCC2=CC=CC=C2)C(=O)OC(C)(C)C